((2-(bromomethyl)pyridin-4-yl)oxy)-2,2-dimethylpiperidine-1-carboxylic acid tert-butyl ester C(C)(C)(C)OC(=O)N1C(C(CCC1)OC1=CC(=NC=C1)CBr)(C)C